C(OC[C@H]1O[C@@]([C@@H]([C@@H]1O)O)(C#N)C1=CC=C2C(=NC=NN21)N)(OCC2CC2)=O ((2R,3S,4R,5R)-5-(4-aminopyrrolo[2,1-f][1,2,4]triazin-7-yl)-5-cyano-3,4-dihydroxytetrahydrofuran-2-yl)methyl (cyclopropylmethyl) carbonate